1,2,3,4-butanetetracarboxylic acid, 1,2,2,6,6-pentamethyl-4-piperidinyl tridecyl ester C(C(C(CC(=O)[O-])C(=O)[O-])C(=O)OCCCCCCCCCCCCC)C(=O)OC1CC(N(C(C1)(C)C)C)(C)C